SC(C(=O)OCCCCCCCCCCCCC)C tridecyl mercaptopropionate